(4-Acryloylpiperazin-1-yl)-7-(2-amino-3,5-dichloro-4,6-difluorophenyl)-6-chloro-1-(2-isopropyl-4-methylpyridin-3-yl)-2-oxo-1,2-dihydro-1,8-naphthyridine-3-carbonitrile C(C=C)(=O)N1CCN(CC1)C1=C(C(N(C2=NC(=C(C=C12)Cl)C1=C(C(=C(C(=C1F)Cl)F)Cl)N)C=1C(=NC=CC1C)C(C)C)=O)C#N